Cl.ClC1=C(C#N)C=CC(=C1)C1=CC=NN1 2-Chloro-4-(1H-pyrazol-5-yl)benzonitrile hydrochloride